CC1(CC(C1(O)O)(C)C)C tetramethylcyclobutane-diol